N1(CCC1)CC1=CC(=C(S1)[S@@](=O)(N)=NC(NC1=C2C(=CC=3CCCC13)CC2)=O)F |o1:10| (R) or (S)-5-(azetidin-1-ylmethyl)-3-fluoro-N'-((2,4,5,6-tetrahydro-1H-cyclobuta[f]inden-3-yl)carbamoyl)thiophene-2-sulfonimidamide